FC1=C(C=CC(=C1)F)N1N=C(C2=CC=CC=C2C1=O)C=1C=C(C=CC1)S(=O)(=O)N(CC)CC 3-(3-(2,4-difluorophenyl)-4-oxo-3,4-dihydro-phthalazin-1-yl)-N,N-diethylbenzenesulfonamide